heptadecafluorodecane acrylate C(C=C)(=O)O.FC(C(C(C(C(C(C(C(F)(F)F)(F)F)(F)F)(F)F)(F)F)(F)F)(F)F)(CC)F